((6-cyclopropylimidazo[1,2-a]pyridin-2-ylmethyl)amino)-2-(2-methoxyethoxypyrimidin-4-yl)acetamide C1(CC1)C=1C=CC=2N(C1)C=C(N2)CNC(C(=O)N)C2=NC(=NC=C2)OCCOC